2-[2-(2-hydroxyethoxy)ethoxy]ethyl acrylate C(C=C)(=O)OCCOCCOCCO